N'-Ethyl-N'-[[2-methyl-4-(trifluoromethyl)phenyl]methyl]oxamide C(C)N(C(C(N)=O)=O)CC1=C(C=C(C=C1)C(F)(F)F)C